BrC1=CC=C2C(=N1)C(=CN2)C=2CCN(CC2)C(=O)OC(C)(C)C tert-butyl 4-(5-bromo-1H-pyrrolo[3,2-b]pyridin-3-yl)-3,6-dihydropyridine-1(2H)-carboxylate